3-(cyano)bicyclo[1.1.1]pentane-1-carboxylic acid C(#N)C12CC(C1)(C2)C(=O)O